tert-butyl 3-(2,5-difluoro-4-ureidophenyl)-2-(2-isobutoxy-6-methylphenyl)-2,4,6,7-tetrahydro-5H-pyrazolo[4,3-c]pyridine-5-carboxylate FC1=C(C=C(C(=C1)NC(=O)N)F)C=1N(N=C2C1CN(CC2)C(=O)OC(C)(C)C)C2=C(C=CC=C2C)OCC(C)C